4-fluoro-benzylamid FC1=CC=C(C[NH-])C=C1